(+/-)-trans-tert-Butyl 3-{[(3-Cyanophenyl)thio]methyl}-4-(4-methoxyphenyl)piperidine-1-carboxylate C(#N)C=1C=C(C=CC1)SC[C@@H]1CN(CC[C@H]1C1=CC=C(C=C1)OC)C(=O)OC(C)(C)C |r|